CC(C)CCCCCCC/C=C\\C(=O)N1CCCCC1 The molecule is an N-acylpiperidine resulting from the formal condensation of the carboxy group of (Z)-11-methyldodec-2-enoic acid with the amino group of piperidine. It is an enamide, a fatty amide, a N-acylpiperidine and a tertiary carboxamide. It derives from a piperidine.